C[C@@H]1[C@@H](CN(CC1)C(CC)=O)NC1=C2C(=NC=C1C(=O)OCCOC)NC=C2 2-methoxyethyl 4-(((3S,4S)-4-methyl-1-propionylpiperidin-3-yl)amino)-1H-pyrrolo[2,3-b]pyridine-5-carboxylate